5-(4-benzhydryl-2-(fluoromethyl)piperazine-1-carbonyl)-2-(2,6-dioxopiperidin-3-yl)isoindoline-1,3-dione C(C1=CC=CC=C1)(C1=CC=CC=C1)N1CC(N(CC1)C(=O)C=1C=C2C(N(C(C2=CC1)=O)C1C(NC(CC1)=O)=O)=O)CF